3-cyclopropyl-5-bromopyridine C1(CC1)C=1C=NC=C(C1)Br